3-bromo-6-methylpyridin BrC=1C=NC(=CC1)C